7-((1r,4r)-4-(2,6-difluorophenyl)cyclohexyl)-3-methyl-5-((3-(trifluoromethyl)pyridin-2-yl)methyl)pyrido[2,3-b]pyrazin-6(5H)-one FC1=C(C(=CC=C1)F)C1CCC(CC1)C1=CC=2C(=NC(=CN2)C)N(C1=O)CC1=NC=CC=C1C(F)(F)F